FC=1C(=C(C=C(C1)C(C)C)[C@@H](C(=O)O)N1[C@H]([C@H](CC1)N(CCCCCC1=NC=2NCCCC2C=C1)C)C)OC (S)-2-(3-fluoro-5-isopropyl-2-methoxyphenyl)-2-((2S,3S)-2-methyl-3-(methyl(5-(5,6,7,8-tetrahydro-1,8-naphthyridin-2-yl)pentyl)amino)pyrrolidin-1-yl)acetic acid